(1-(4-fluorophenyl)-8-methoxy-9-(2-methyl-2H-tetrazol-5-yl)-5,6-dihydropyrrolo[2,1-a]isoquinolin-3-yl)((S)-2-methyl-2-((S)-3,3,3-trifluoro-1-hydroxypropyl)pyrrolidin-1-yl)methanone FC1=CC=C(C=C1)C=1C=C(N2C1C1=CC(=C(C=C1CC2)OC)C=2N=NN(N2)C)C(=O)N2[C@@](CCC2)([C@H](CC(F)(F)F)O)C